CN(CCN(C1=C(C=C(C=C1)C1=C(OC=2N=CN=C(C21)NC2CC(C2)O)C2=CC=CC=C2)NC(C=C)=O)C)C N-(2-{[2-(Dimethylamino)ethyl](methyl)amino}-5-{4-[(3-hydroxy-cyclobutyl)amino]-6-phenylfuro[2,3-d]pyrimidin-5-yl}phenyl)prop-2-enamide